N1C=CC=C2C=CN3C(=C12)C=CC=C3 1H-pyrido[1,2-h][1,7]naphthyridine